((S)-5-{[2-(4-Chlorophenyl)imidazo[1,2-a]pyridin-3-yl]methyl}-2,5-diazabicyclo[2.2.2]oct-2-yl)(6-methoxypyridin-2-yl)methanone ClC1=CC=C(C=C1)C=1N=C2N(C=CC=C2)C1CN1C2CN([C@H](C1)CC2)C(=O)C2=NC(=CC=C2)OC